[Na+].C(CCC)(=O)[O-] n-Butyric Acid Sodium Salt